(2R,3S)-2-((E)-3-(5-bromo-1H-imidazo[4,5-b]pyridin-1-yl)prop-1-en-1-yl)piperidin-3-ol dihydrochloride Cl.Cl.BrC1=CC=C2C(=N1)N=CN2C/C=C/[C@H]2NCCC[C@@H]2O